C(C)(C)(C)OC(CN1N=C(C(=C1)C1=C(C=C(C=C1)C1=CN=C(N1C)C(=O)NC1=CC(=C(C(=O)N2CCN(CC2)C(=O)OC(C)(C)C)C=C1)Cl)F)C)=O tert-butyl 4-[4-[[5-[4-[1-(2-tert-butoxy-2-oxo-ethyl)-3-methyl-pyrazol-4-yl]-3-fluoro-phenyl]-1-methyl-imidazole-2-carbonyl]amino]-2-chloro-benzoyl]piperazine-1-carboxylate